5-Amino-N-(3-chloro-4-fluorophenyl)-3-(5-hydroxy-4-phenyloctahydropentalen-2-yl)-1-methyl-1H-pyrazole-4-carboxamide NC1=C(C(=NN1C)C1CC2CC(C(C2C1)C1=CC=CC=C1)O)C(=O)NC1=CC(=C(C=C1)F)Cl